N-(pyridazin-4-yl)-1-(3-(methylsulfanyl)butan-2-yl)-5-methyl-1H-pyrazole-4-carboxamide N1=NC=C(C=C1)NC(=O)C=1C=NN(C1C)C(C)C(C)SC